O=C1C=CC=2C(=CC=NC2N1)N1CCC(CC1)NC(OC(C)(C)C)=O tert-butyl (1-(7-oxo-7,8-dihydro-1,8-naphthyridin-4-yl)piperidin-4-yl)carbamate